4-(3-oxo-3-((2,3,5,6-tetrafluoro-4-(trifluoromethyl)phenyl)amino)propyl)benzoic acid methyl ester COC(C1=CC=C(C=C1)CCC(NC1=C(C(=C(C(=C1F)F)C(F)(F)F)F)F)=O)=O